ClC1=C(N)C(=CC=C1OCC1=CC=C(C=C1)OC)Cl 2,6-dichloro-3-[(4-methoxyphenyl)methoxy]aniline